ClC1=C(CNC([O-])=O)C=CC=C1B1OC(C(O1)(C)C)(C)C (2-Chloro-3-(4,4,5,5-tetramethyl-1,3,2-dioxaborolan-2-yl)benzyl)carbamate